CC(C)OC(=O)C1(CC(C1)(OC)OC)C(=O)OC(C)C 3,3-dimethoxycyclobutane-1,1-dicarboxylic acid dipropan-2-yl ester